C(C)(=O)O[C@@H]1[C@@H]([C@H]([C@@H](SC=2C(=NC=C(C2)Br)C#N)O[C@@H]1COC(C)=O)OC)N1N=NC(=C1)C=1SC=CN1 5-Bromo-2-cyanopyridin-3-yl 4,6-di-O-acetyl-3-deoxy-2-O-methyl-3-[4-(thiazol-2-yl)-1H-1,2,3-triazol-1-yl]-1-thio-α-D-galactopyranoside